1-((2-(4-(2-Cyanopropan-2-yl)pyridin-2-yl)-1H-indol-5-yl)thio)cyclopropane-1-carboxylic acid C(#N)C(C)(C)C1=CC(=NC=C1)C=1NC2=CC=C(C=C2C1)SC1(CC1)C(=O)O